4-([5H-pyrrolo[3,2-d]pyrimidin-4-ylamino]methyl)phenyl-boronic acid N1=CN=C(C2=C1C=CN2)NCC2=CC=C(C=C2)B(O)O